C(C)(C)(C)OC(N[C@H](C)C1=C(C=C2C=CN(C2=C1)S(=O)(=O)C1=CC=CC=C1)F)=O (R)-(1-(5-fluoro-1-(phenylsulfonyl)-1H-indol-6-yl)ethyl)carbamic acid tert-butyl ester